pyridoxal benzoyl hydrazone C(C1=CC=CC=C1)(=O)NN=CC1=C(C(=NC=C1CO)C)O